C(C)(C)N1C(=NC2=NC=C(C=C21)C=2C=CN1N=C(N=CC12)NCC(C(F)(F)F)(C)C)C 5-(1-isopropyl-2-methyl-1H-imidazo[4,5-b]pyridin-6-yl)-N-(3,3,3-trifluoro-2,2-dimethylpropyl)pyrrolo[2,1-f][1,2,4]triazin-2-amine